[(Z)-[amino-(5-chloro-3-ethylsulfinyl-2-pyridyl)methylene]amino] 4-methylbenzenesulfonate CC1=CC=C(C=C1)S(=O)(=O)O\N=C(\C1=NC=C(C=C1S(=O)CC)Cl)/N